C(C)(C)(C)C1=CC(=C(N)C(=C1)C)C 4-(tert-butyl)-2,6-dimethylaniline